ClC1=C(C=C(C=C1)NC(=O)NC1=CC(=C(C(=C1)C(=O)C=1C=C2N=C(C=NC2=CC1)N1CCCC1)F)F)C(F)(F)F 1-(4-chloro-3-(trifluoromethyl)phenyl)-3-(3,4-difluoro-5-(3-(pyrrolidin-1-yl)quinoxaline-6-carbonyl)phenyl)urea